[Br-].O1CCN(CC1)C(C[Zn+])=O (2-Morpholino-2-oxoethyl)zinc(II) bromide